(3-methylsulfonylphenyl)-methanone CS(=O)(=O)C=1C=C(C=CC1)C=O